ClC1=NC=C(C(=N1)NCC1=CC(=CC=C1)Cl)C(=O)N 2-chloro-4-((3-chlorobenzyl)amino)pyrimidin-5-carboxamide